C[Si](CCOCN1N=C(N=C1)S(=O)[O-])(C)C.[Na+] Sodium (E)-1-(2-trimethylsilylethoxymethyl)-1,2,4-triazole-3-sulfinate